8-[2,5-difluoro-3-(trifluoromethyl)phenyl]-N-(2,3-dihydro-1,4-benzoxazin-4-yl)-4-morpholino-quinoline-3-carboxamide FC1=C(C=C(C=C1C(F)(F)F)F)C=1C=CC=C2C(=C(C=NC12)C(=O)NN1CCOC2=C1C=CC=C2)N2CCOCC2